4-(6-chloro-5-fluoro-4-{[(2,2,2-trichloroacetyl)carbamoyl]amino}pyridine-3-carbonyl)-2-methylpiperidine-1-carboxylate ClC1=C(C(=C(C=N1)C(=O)C1CC(N(CC1)C(=O)[O-])C)NC(NC(C(Cl)(Cl)Cl)=O)=O)F